C(C=C)(=O)N1C[C@@H]2COC3=C(C(N2CC1)=O)C(=NC(=C3Cl)C3=C(C=CC=C3O)F)N3C(CN(C(C3)=O)C)C (6aR)-8-acryloyl-4-chloro-1-(2,4-dimethyl-5-oxopiperazin-1-yl)-3-(2-fluoro-6-hydroxyphenyl)-6,6a,7,8,9,10-hexahydro-12H-pyrazino[2,1-c]pyrido[3,4-f][1,4]oxazepin-12-one